ClC1=CC=CC2=C1N=C(S2)OC 4-chloro-2-methoxy-1,3-benzothiazole